C(C)(C)(C)N1C[C@H](NS(C2=C1C=C(C(=C2)O\C=C(\C(=O)O)/F)SC)(=O)=O)C(C)C (R,Z)-3-((5-(tert-butyl)-3-isopropyl-7-(methylthio)-1,1-dioxido-2,3,4,5-tetrahydrobenzo[f][1,2,5]thiadiazepin-8-yl)oxy)-2-fluoroacrylic acid